C(C)OC1=CC=C(C=C1)CC(C(=O)OCC)O ethyl 3-(4-ethoxyphenyl)-2-hydroxypropionate